(5-methoxy-[1,1'-biphenyl]-2-yl)diphenylphosphine tert-Butyl(((1s*,4s*)-1-formyl-4-(methylsulfonyl)cyclohexyl)methyl)carbamate C(C)(C)(C)N(C(O)=O)CC1(CCC(CC1)S(=O)(=O)C)C=O.COC=1C=CC(=C(C1)C1=CC=CC=C1)P(C1=CC=CC=C1)C1=CC=CC=C1